COC(=O)C1=CC2=C(N=C3N2[C@H](COCC3)C)C=C1 (S)-1-methyl-1,2,4,5-tetrahydrobenzo[4,5]imidazo[1,2-d][1,4]oxazepine-9-carboxylic acid methyl ester